3-dimethylamino-2-(cholest-5-en-3β-oxybut-4-yloxy)-1-(cis,cis-9,12-octadecadienyloxy)propane CN(CC(COCCCCCCCC\C=C/C\C=C/CCCCC)OC(CCC)O[C@@H]1CC2=CC[C@H]3[C@@H]4CC[C@H]([C@@H](CCCC(C)C)C)[C@]4(CC[C@@H]3[C@]2(CC1)C)C)C